5,6-dibutylamino-1,8-diazabicyclo[5.4.0]-undecene C(CCC)NC1CC=CN2CCCNC2C1NCCCC